FC=1C=C(OC2=CC=C3CCN(CC3=C2)C(C(=C)CO)=O)C=CC1 1-(7-(3-fluorophenoxy)-3,4-dihydroisoquinolin-2(1H)-yl)-2-(hydroxymethyl)prop-2-en-1-one